3-(4-(1-(trifluoromethyl)cyclopropyl)phenyl)azetidine 4-methylbenzenesulfonate CC1=CC=C(C=C1)S(=O)(=O)O.FC(C1(CC1)C1=CC=C(C=C1)C1CNC1)(F)F